CN(C)C1CNC1.Cl.Cl N,N-dimethyl-3-azetidinamine